O(S(=O)(=O)C(F)(F)F)C1=CC(OC=2C=C3C(=CC12)OCO3)=O 6-oxo-6H-[1,3]dioxolo[4,5-g]chromen-8-yl triflate